(3S)-3-({5-[2-(benzyloxy)-6-methoxyphenyl]-1-cyclohexyl-1H-pyrazol-3-yl}formamido)-N-butyl-5-methylhexanamide C(C1=CC=CC=C1)OC1=C(C(=CC=C1)OC)C1=CC(=NN1C1CCCCC1)C(=O)N[C@H](CC(=O)NCCCC)CC(C)C